The molecule is a member of the class of tetramic acids that is trichosetin in which the hydrogen attached to the lactam nitrogen has been replaced by a methyl group. It is produced by the filamentous fungus Fusarium heterosporum. It has a role as an antibacterial agent, a quorum sensing inhibitor, a HIV-1 integrase inhibitor and a fungal metabolite. It is an enol, a member of octahydronaphthalenes, a primary alcohol and a member of tetramic acids. It derives from a trichosetin. It is a conjugate acid of an equisetin(1-). C/C=C/[C@@H]1C=C[C@@H]2C[C@@H](CC[C@H]2[C@]1(C)/C(=C/3\\C(=O)[C@@H](N(C3=O)C)CO)/O)C